O1C(C1)CN(CC1CC(CCC1)CN(CC1OC1)CC1OC1)CC1OC1 N,N,N',N'-tetrakis(oxiranylmethyl)-1,3-cyclohexanedimethanamine